5-[2,6-dichloro-4-[6-(difluoromethyl)-3,5-dioxo-1,2,4-triazin-2-yl]phenoxy]-2-methoxy-N-(3,5,7-trifluoro-1-adamantyl)benzamide ClC1=C(OC=2C=CC(=C(C(=O)NC34CC5(CC(CC(C3)(C5)F)(C4)F)F)C2)OC)C(=CC(=C1)N1N=C(C(NC1=O)=O)C(F)F)Cl